ClC1=NC=CC(=N1)N1N=CC(=C1)[N+](=O)[O-] 2-chloro-4-(4-nitro-1H-pyrazol-1-yl)pyrimidine